2-oxetanylethyl (4-methylbenzenesulfonate) CC1=CC=C(C=C1)S(=O)(=O)OCCC1OCC1